CC(=CCSC)C 3-Methyl-1-(methyl-thio)-2-buten